N-(1-METHYL-3-OXOPROPYL)BENZAMIDE CC(CC=O)NC(C1=CC=CC=C1)=O